1-(1-(4-bromophenylethyl)azetidin-3-yl)ethan-1-ol BrC1=CC=C(C=C1)CCN1CC(C1)C(C)O